(3-chloro-4-nitrophenyl)-[2,4'-bithiazole]-2'-amine ClC=1C=C(C=CC1[N+](=O)[O-])C=1N=C(SC1)C=1N=C(SC1)N